lithium 1,5,6,7-tetrahydro-s-indacene C1C=CC2=CC=3CCCC3C=C12.[Li]